[Cu](=[Te])=S copper telluride sulfide